(4-(6-amino-5-(trifluoromethoxy)pyridin-3-yl)-1-(3-(4,4-difluoropiperidin-1-yl)bicyclo[1.1.1]pentan-1-yl)-1H-imidazol-2-yl)(cyclopropyl)methanol NC1=C(C=C(C=N1)C=1N=C(N(C1)C12CC(C1)(C2)N2CCC(CC2)(F)F)C(O)C2CC2)OC(F)(F)F